The molecule is a monocarboxylic acid amide, a tetrahydrofuranol and a member of quinazolines. It has a role as an antineoplastic agent, an antihypertensive agent and an alpha-adrenergic antagonist. CN(CCCNC(=O)C1CCCO1)C2=NC3=CC(=C(C=C3C(=N2)N)OC)OC